(3S,3aR,6S,6aR)-hexahydrofuro[3,2-b]furan-3,6-diamine O1[C@H]2[C@@H]([C@H](C1)N)OC[C@@H]2N